CC(CC(C)C)=NC(CC[Si](OCC)(OCC)C)C 3-(1,3-dimethylbutylidene)aminobutylmethyldiethoxysilane